1,2,3-tris(mercaptomethylthio)propane Racemic-tert-Butyl-N-[2-(5-cyclopropylimidazol-1-yl)-1-methyl-ethyl]carbamate C(C)(C)(C)OC(N[C@@H](CN1C=NC=C1C1CC1)C)=O.SCSCC(CSCS)SCS |r|